C(=O)O.N=1N=C(NC1)COC1=C(C=C(C=C1Cl)C1=CC(=CC=2N(C(N(C21)C)=O)CC(=O)NC2=CC=C(C=C2)F)C(F)(F)F)Cl 2-(4-(4-((4H-1,2,4-triazol-3-yl)methoxy)-3,5-dichlorophenyl)-3-methyl-2-oxo-6-(trifluoromethyl)-2,3-dihydro-1H-benzo[d]imidazol-1-yl)-N-(4-fluorophenyl)acetamide formate